2-(1-butyl-1H-pyrrolo[2,3-c]pyridin-5-yl)isonicotinic acid C(CCC)N1C=CC=2C1=CN=C(C2)C=2C=C(C(=O)O)C=CN2